ClC1=NC=CC2=C1N=C(N=C2N2CCC1(CCN(C1)C(=O)OC(C)(C)C)CC2)C2=CC=NC=C2 tert-butyl 8-(8-chloro-2-(pyridin-4-yl) pyrido[3,4-d]pyrimidin-4-yl)-2,8-diazaspiro[4.5]decane-2-carboxylate